CN(C1=NC(=NC(N1)=S)[S-])C.[Na+] sodium 6-dimethylamino-1,3,5-triazine-2-thione-4-thiolate